C(C)(C)(C)C1=CC=C(C=C1)CCCC(=O)NCC=1SC=C2C1CN(C2=O)C2C(NC(CC2)=O)=O 4-(4-(tert-butyl)phenyl)-N-((5-(2,6-dioxopiperidin-3-yl)-4-oxo-5,6-dihydro-4H-thieno[3,4-c]pyrrol-1-yl)methyl)butanamide